tert-butyl-[(3S,5R)-1-methyl-5-[(4-nitrophenoxy)methyl]pyrrolidin-3-yl]oxy-diphenyl-silane C(C)(C)(C)[Si](C1=CC=CC=C1)(C1=CC=CC=C1)O[C@@H]1CN([C@H](C1)COC1=CC=C(C=C1)[N+](=O)[O-])C